C1=CC=C(C(=C1)CCC(C2=CC=CC=C2O)C3=CC=CC=C3O)O Triphenol